ClC=1C=CC=C2[C@H](CCOC12)NC(=O)NC=1N=C(SC1)C1=CC(=C(C(=O)OC)C=C1)OC methyl 4-[4-[[(4S)-8-chlorochroman-4-yl] carbamoyl amino] thiazol-2-yl]-2-methoxy-benzoate